2-[6-[(4aS,8aR)-2,3,4a,5,6,7,8,8a-octahydropyrido[4,3-b][1,4]oxazin-4-yl]-4-(difluoromethyl)pyridazin-3-yl]-5-(trifluoromethyl)phenol O1[C@H]2[C@@H](N(CC1)C1=CC(=C(N=N1)C1=C(C=C(C=C1)C(F)(F)F)O)C(F)F)CNCC2